7-isopropoxylimidazo[1,2-a]pyridine O(C(C)C)C1=CC=2N(C=C1)C=CN2